7-(3-methoxypropoxy)-1H-benzo[d]imidazole-5-carboxamide COCCCOC1=CC(=CC2=C1NC=N2)C(=O)N